C(C1=CC=CC=C1)OC=1C=C(C=CC1)B(O)O (3-(benzyloxy)phenyl)boronic acid